bis-[4-(p-isopropylbenzenesulfonyloxy)phenyl]urea C(C)(C)C1=CC=C(C=C1)S(=O)(=O)OC1=CC=C(C=C1)NC(NC1=CC=C(C=C1)OS(=O)(=O)C1=CC=C(C=C1)C(C)C)=O